FC1=C(CNP(OCC)(=O)C2=CC=C(C=C2)C2=NOC(=N2)C(F)(F)F)C=CC(=C1)F ethyl N-(2,4-difluorobenzyl)-P-(4-(5-(trifluoromethyl)-1,2,4-oxadiazol-3-yl)phenyl)phosphonamidate